2-methyl-5-(2-morpholinoethyl)aniline CC1=C(N)C=C(C=C1)CCN1CCOCC1